N-((4R,5S,7R,8R,9S,10R)-8,10-dihydroxy-7-(hydroxymethyl)-9-(4-(3,4,5-trifluorophenyl)-1H-1,2,3-triazol-1-yl)-1,6-dioxaspiro[4.5]decan-4-yl)-4-phenoxybenzamide O[C@H]1[C@H](O[C@@]2([C@@H](CCO2)NC(C2=CC=C(C=C2)OC2=CC=CC=C2)=O)[C@@H]([C@H]1N1N=NC(=C1)C1=CC(=C(C(=C1)F)F)F)O)CO